tetramethyl-1,3-cyclopentadiene CC1=C(C(=C(C1)C)C)C